NC=1C=NC=2CCN(CC2C1)C(=O)OC(C)(C)C tert-butyl 3-amino-7,8-dihydro-5H-1,6-naphthyridine-6-carboxylate